tert-butyl 7-(difluoromethyl)-7-hydroxy-4-azaspiro[2.5]octane-4-carboxylate FC(C1(CCN(C2(CC2)C1)C(=O)OC(C)(C)C)O)F